2-bromo-6-(piperazin-1-yl)benzaldehyde BrC1=C(C=O)C(=CC=C1)N1CCNCC1